CC1=CC(=NN1CC1=CC(=CC=C1)N1CCC(CC1)S(=O)(=O)C)C(=O)NC1=CC=C(C=C1)OC(F)(F)F 5-methyl-1-(3-(4-(methylsulfonyl)piperidin-1-yl)benzyl)-N-(4-(trifluoromethoxy)phenyl)-1H-pyrazole-3-carboxamide